[C@H]1([C@H](O)[C@@H](O)[C@@H](O)[C@H](O1)CO)F α-D-Galactopyranosyl fluoride